[Mo](=S)(=S)=S molybdenum sulfide disulfide